C1(CC1)C(C=O)=C 2-Cyclopropylacrylaldehyde